(S)-N-[(S)-5-methoxy-2,3-dihydro-1H-inden-1-yl]-2-methylpropan-2-sulfinamide COC=1C=C2CC[C@@H](C2=CC1)N[S@@](=O)C(C)(C)C